COC1=CC=C(CNC(=O)C2CCNCC2)C=C1 N-(4-methoxybenzyl)piperidine-4-carboxamide